C(C1=CC=CC=C1)OC1=C(C(=NC(=C1C#N)C)Cl)C(=O)OCC ethyl 4-benzyloxy-2-chloro-5-cyano-6-methyl-pyridine-3-carboxylate